Aluminium-Scandium [Sc].[Al]